bis[3-triethoxysilylpropyl]tetrasulfane Potassium (Methoxymethyl)trifluoroborate COC[B-](F)(F)F.[K+].C(C)O[Si](CCCSSSSCCC[Si](OCC)(OCC)OCC)(OCC)OCC